(1-(4-(azetidin-1-ylmethyl)-2-fluorophenyl)-2-methyl-1H-imidazol-4-yl)-N-(1-(methylsulfonyl)piperidin-4-yl)-5-(trifluoromethyl)pyrimidin-2-amine N1(CCC1)CC1=CC(=C(C=C1)N1C(=NC(=C1)C1=NC(=NC=C1C(F)(F)F)NC1CCN(CC1)S(=O)(=O)C)C)F